CN1CCC(CC1)OC1=CN=CC(=N1)NCC=1C=C2C=CN=C(C2=CC1)N 6-(((6-((1-methylpiperidin-4-yl)oxy)pyrazin-2-yl)amino)methyl)isoquinolin-1-amine